8-(4-(dimethylcarbamoyl)piperazin-1-yl)-N-((1s,3s)-3-fluorocyclobutyl)-6-(N-(1-methylcyclopropyl)sulfamoyl)imidazo[1,2-a]pyridine-3-carboxamide CN(C(=O)N1CCN(CC1)C=1C=2N(C=C(C1)S(NC1(CC1)C)(=O)=O)C(=CN2)C(=O)NC2CC(C2)F)C